ClC=1C=C(C(=NC1)OC1=C(C=CC=C1)N1N=CC(=C1)Cl)F 5-chloro-2-[2-(4-chloropyrazol-1-yl)phenoxy]-3-fluoro-pyridine